2-(1-aminoethyl)aniline tert-butyl-(4S)-4-(4-(4-((2,6-dioxopiperidin-3-yl)amino)-2-fluorophenyl)piperazin-1-yl)-3,3-difluoropiperidine-1-carboxylate C(C)(C)(C)OC(=O)N1CC([C@H](CC1)N1CCN(CC1)C1=C(C=C(C=C1)NC1C(NC(CC1)=O)=O)F)(F)F.NC(C)C1=C(N)C=CC=C1